(S)-4-ethyl-8-fluoro-4-hydroxy-11-(hydroxymethyl)-9-methoxy-1H-pyrano[3',4':6,7]indolizino[1,2-b]quinoline-3,14(4H,12H)-dione C(C)[C@]1(C(OCC=2C(N3CC=4C(=NC=5C=C(C(=CC5C4CO)OC)F)C3=CC21)=O)=O)O